4-isobutyl-2-(4-((2-methylpyrimidin-5-yl)methyl)piperazin-1-yl)benzonitrile C(C(C)C)C1=CC(=C(C#N)C=C1)N1CCN(CC1)CC=1C=NC(=NC1)C